FC1=C(C=C(C(=C1)OC)NC1=NC=NC(=C1)N1OCC[C@@H]1C1=CC(=C(C=C1)C)OCC1=CC(=CC=C1)F)NC(C=C)=O (R)-N-(2-fluoro-5-((6-(3-(3-((3-fluorobenzyl)oxy)-4-methylphenyl)isoxazolidin-2-yl)pyrimidin-4-yl)amino)-4-methoxyphenyl)acrylamide